C(#N)CCC(=O)N1CC(=CCC1)C1=C2C(=NC(=C1)NC(=O)C1CC1)NC=C2 N-(4-(1-(3-cyanopropionyl)-1,2,5,6-tetrahydropyridin-3-yl)-1H-pyrrolo[2,3-b]pyridin-6-yl)cyclopropylcarboxamide